C(CCC)(=O)[O-].[Na+] sodium N-butyrate